sodium thiosulfosuccinate S(=S)(=O)(O)C(C(=O)[O-])CC(=O)[O-].[Na+].[Na+]